butyl-imidazole bistrifluoromethanesulfonimide salt [N-](S(=O)(=O)C(F)(F)F)S(=O)(=O)C(F)(F)F.C(CCC)C=1NC=CN1